[Si](C)(C)(C(C)(C)C)OC=1C=C(C=CC1OC)[C@@H](C(C(=O)OCC)=C)NC1=CC=C(C=C1)OC (S)-ethyl 2-((3-((tert-butyldimethylsilyl)oxy)-4-methoxyphenyl)((4-methoxyphenyl)amino)methyl)acrylate